C12(CCC(CC1)CC2)[C@@H](O)C=2C(=C(C=C1C=NNC21)Cl)F |r| Racemic-bicyclo[2.2.2]Oct-1-yl-(5-chloro-6-fluoro-1H-indazol-7-yl)methanol